ClC=1C=C(C(=O)NC2=C(SC=C2)C(=O)N[C@H](CO)C2=CC=CC=C2)C=CC1O (S)-3-(3-chloro-4-hydroxybenzamido)-N-(2-hydroxy-1-phenylethyl)thiophene-2-carboxamide